C(C)(C)(C)OC(N(C=1C=NC=C(C1)CO[Si](C)(C)C(C)(C)C)CC1=C(C=CC(=C1)CN1N=CC=2C1=NC(=NC2N)Cl)Br)=O tert-butyl-N-((5-((4-amino-6-chloro-pyrazolo[3,4-d]pyrimidin-1-yl)methyl)-2-bromo-phenyl)methyl)-N-(5-((tert-butyl(dimethyl)silyl)oxymethyl)-3-pyridyl)carbamate